(5-(2,4-difluorophenoxy)pyridin-2-yl)-2-(2-(6-oxo-1,6-dihydropyridin-3-yl)morpholino)propanamide FC1=C(OC=2C=CC(=NC2)C(C(=O)N)(C)N2CC(OCC2)C2=CNC(C=C2)=O)C=CC(=C1)F